6-(Cyclopropanecarboxamido)-4-((3-(hydroxymethyl)-4-methoxypyrazolo[1,5-a]pyridin-5-yl)amino)-N-(methyl-d3)nicotinamide C1(CC1)C(=O)NC1=NC=C(C(=O)NC([2H])([2H])[2H])C(=C1)NC1=C(C=2N(C=C1)N=CC2CO)OC